ClC1=NC=C(C=C1C(=O)NC(C)C1=C(C=CC=C1)OC(F)(F)F)C=1C=CC=2N(N1)C=C(N2)NC(C)=O 2-chloro-5-{2-acetamidoimidazo[1,2-b]pyridazin-6-yl}-N-{1-[2-(trifluoromethoxy)phenyl]ethyl}pyridine-3-carboxamide